C(O)([O-])=O.CC1=C(C(=CC(=C1)C)C)N1C[NH+](C=C1)C1=C(C=C(C=C1C)C)C 1,3-dihydro-1,3-bis(2,4,6-trimethylphenyl)imidazolium hydrogen carbonate